O=C1C(CCCC1)OC1OC(C2=CC=CC=C12)=O ((2-oxocyclohexyl)oxy)isobenzofuran-1(3H)-one